O1C=NC2=C1C=CC(=C2)NC2=NC=C(C(=N2)NC2=C(C=CC=C2)P(=O)(C)C)Cl N2-(1,3-benzoxazol-5-yl)-5-Chloro-N4-(2-dimethylphosphorylphenyl)pyrimidine-2,4-diamine